[C@@H]12C=3NN=CC3OC[C@H]2CN(C1)C=O |r| [rac-(1S,9R)-7-oxa-3,4,11-triazatricyclo[7.3.0.02,6]dodeca-2(6),4-dien-11-yl]methanone